COC(=O)C=1C(N(C2=NC(=CC=C2C1N)Br)C1=C(C=C(C=C1)N)Cl)=O 4-Amino-1-(4-amino-2-chlorophenyl)-2-oxo-7-bromo-1,2-dihydro-1,8-naphthyridine-3-carboxylic acid methyl ester